5-(3-((4-(2,6-difluoro-4-methoxyphenyl)piperazin-1-yl)methyl)piperidin-1-yl)-2-(furan-2-yl)-[1,2,4]triazolo[1,5-a][1,3,5]triazine-7-amine FC1=C(C(=CC(=C1)OC)F)N1CCN(CC1)CC1CN(CCC1)C1=NC=2N(C(=N1)N)N=C(N2)C=2OC=CC2